C(C=C)(=O)N1CN(CN(C1)C(C=C)=O)C(C=C)=O 1,3,5-triacryloyls-triazine